(2R)-2-(5-fluoro-2-methoxypyridin-4-yl)propionic acid FC=1C(=CC(=NC1)OC)[C@H](C(=O)O)C